O=C1N(C(C=C(N1)C(F)(F)F)=O)C=1C=C(C(=NC1)C#N)OC1=C(C=CC=C1)C 5-[2,6-Dioxo-4-(trifluoromethyl)-3,6-dihydropyrimidin-1(2H)-yl]-3-(2-methylphenoxy)pyridine-2-carbonitrile